3-(4-chlorophenyl)-2-propanoyl-3,4-dihydropyrazol ClC1=CC=C(C=C1)C1N(N=CC1)C(CC)=O